N-(2-ethylhexyloxy)-3-(pyrrolidinyl)propan-1-amine C(C)C(CONCCCN1CCCC1)CCCC